FC=1C(=C(C(=NC1)OC)C)C1=CC(=NN1C1OCCCC1)C(=O)OCC ethyl 5-(5-fluoro-2-methoxy-3-methylpyridin-4-yl)-1-(oxan-2-yl)pyrazole-3-carboxylate